1-(2,3,5-trifluorophenyl)propan-1-one FC1=C(C=C(C=C1F)F)C(CC)=O